3-(1-oxo-4-((4-(2-thiomorpholinoethyl)benzyl)thio)isoindolin-2-yl)piperidine-2,6-dione O=C1N(CC2=C(C=CC=C12)SCC1=CC=C(C=C1)CCN1CCSCC1)C1C(NC(CC1)=O)=O